C(C(C)CCC[C@@H](C)[C@H]1CC[C@H]2[C@@H]3CCC4CCCC[C@]4(C)[C@H]3CC[C@]12C)OC1=C(C=C(C=C1)N)N Cholestanyloxy-2,4-Diaminobenzene